[Cl-].CC(C(C=O)[NH3+])C 3-methyl-1-oxobutan-2-aminium chloride